C1(=CC=CC=C1)C(CCN1N(CC2CC=C3C(=C12)C=CC=C3)CCC(=C)C3=CC=CC=C3)=C N,N'-bis(3-phenylbut-3-enyl)dihydrobenzoindazole